6-chloro-N-(methoxymethyl)-N-methyl-2-(methylthio)pyrimidine-4-carboxamide ClC1=CC(=NC(=N1)SC)C(=O)N(C)COC